FC=1C=C(C=CC1)CC(=O)NC1=CC=C(C=N1)C1=CC(=NC=C1)N1CCC(CC1)CO 2-(3-fluorophenyl)-N-(2'-(4-(hydroxymethyl)piperidin-1-yl)-[3,4'-bipyridin]-6-yl)acetamide